methyl 5-((4-(cyclopentylamino)-5-methylpyrimidin-2-yl)amino)-2-(4,4,5,5-tetramethyl-1,3,2-dioxaborolan-2-yl)benzoate C1(CCCC1)NC1=NC(=NC=C1C)NC=1C=CC(=C(C(=O)OC)C1)B1OC(C(O1)(C)C)(C)C